N-(4-cyano-2-(trifluoromethoxy)benzyl)-1-phenethylpiperidine-4-carboxamide C(#N)C1=CC(=C(CNC(=O)C2CCN(CC2)CCC2=CC=CC=C2)C=C1)OC(F)(F)F